6-chloro-4-[4-[(5-chloro-2-pyridinyl)methyl]-4-methoxy-1-piperidinyl]-1-methyl-2-oxo-1,5-naphthyridine-3-carbonitrile ClC=1N=C2C(=C(C(N(C2=CC1)C)=O)C#N)N1CCC(CC1)(OC)CC1=NC=C(C=C1)Cl